CN(C(OC(C)(C)C)=O)[C@H](C(NCC1=CC=C(C=C1)C1=CC=C(C=C1)C(F)(F)F)=O)CCC (S)-tert-butyl methyl(1-oxo-1-(((4'-(trifluoromethyl)-[1,1'-biphenyl]-4-yl)methyl)amino)pentan-2-yl)carbamate